(trans-4-pentylcyclohexyl) benzoate C(C1=CC=CC=C1)(=O)O[C@@H]1CC[C@H](CC1)CCCCC